C1(=CC=CC=C1)S(=O)OC#N.[Na] sodium cyano benzenesulfinate